C(C)(C)(C)OC(NS(NC(C)(C)C1=CC=C(C=C1)C1=NNC(C2=CC=CC=C12)=O)(=O)=O)=O (N-(2-(4-(4-oxo-3,4-dihydro-phthalazin-1-yl)phenyl)propan-2-yl)sulfamoyl)carbamic acid tert-butyl ester